1-[3-fluoro-4-([2-[(1R)-1-hydroxy-1-(1-methylpiperidin-4-yl)ethyl]-1,6-naphthyridin-7-yl]amino)phenyl]pyrazole-4-carboxylic acid FC=1C=C(C=CC1NC1=NC=C2C=CC(=NC2=C1)[C@@](C)(C1CCN(CC1)C)O)N1N=CC(=C1)C(=O)O